Br[Si]1(C[Si](C1)(CC)Br)CC 1,3-dibromo-1,3-diethyl-1,3-disilacyclobutane